NCC(NCC(N[C@H](C(N[C@H](C(NCCCC(=O)O)=O)C)=O)C(C)C)=O)=O (7S,10S)-16-amino-10-isopropyl-7-methyl-6,9,12,15-tetraoxo-5,8,11,14-tetraazahexadecanoic acid